C1CC12CN(CC2)CC=2C=C(C1=C(N=C(O1)C1=CC(=CC(=N1)NCC)C=1N(N=CC1C1=NN=CN1C)C)C2)C(F)(F)F 6-(5-{5-Azaspiro[2.4]heptan-5-ylmethyl}-7-(trifluoromethyl)-1,3-benzoxazol-2-yl)-N-ethyl-4-[2-methyl-4-(4-methyl-1,2,4-triazol-3-yl)pyrazol-3-yl]pyridin-2-amine